1-Methyl-3-((5-((4-(3-((2-((1S)-1-((tetrahydro-2H-pyran-2-yl)oxy)ethyl)-1H-imidazol-1-yl)methyl)isoxazol-5-yl)phenyl)ethynyl)pyridin-2-yl)methyl)imidazolidin-2-one CN1C(N(CC1)CC1=NC=C(C=C1)C#CC1=CC=C(C=C1)C1=CC(=NO1)CN1C(=NC=C1)[C@H](C)OC1OCCCC1)=O